(±)-trans-N-[8-amino-6-(4-methoxy-3-pyridyl)-3-isoquinolyl]-2-fluoro-cyclopropanecarboxamide NC=1C=C(C=C2C=C(N=CC12)NC(=O)[C@H]1[C@@H](C1)F)C=1C=NC=CC1OC |r|